ClC1=C(C(=O)C2=CNC3=C2C2=C(NC(C4(N2)CC(CC4)OC)=O)C=N3)C=CC(=C1)OC1=CC=CC=C1 9'-(2-chloro-4-phenoxybenzoyl)-3-methoxy-4',7'-dihydrospiro[cyclopentane-1,2'-pyrrolo[3',2':5,6]pyrido[3,4-b]pyrazin]-3'(1'H)-one